C(C)N1CCN(CC1)C1CCN(CC1)C1=CC(=C(C=C1C)NC1=NC=NC(=C1)NC1=CC(=NC=C1)C1=C(C=CC=C1)F)OC N4-(4-(4-(4-ethylpiperazin-1-yl)piperidin-1-yl)-2-methoxy-5-methylphenyl)-N6-(2-(2-fluorophenyl)pyridin-4-yl)pyrimidine-4,6-diamine